methyl (S,E)-(1-((1-((5-fluoro-1H-indol-2-yl)methyl)-2-oxo-1,2-dihydropyridin-3-yl)amino)-1,7-dioxo-7-(pyrrolidin-1-yl)hept-5-en-2-yl)carbamate FC=1C=C2C=C(NC2=CC1)CN1C(C(=CC=C1)NC([C@H](CC\C=C\C(N1CCCC1)=O)NC(OC)=O)=O)=O